N[C@H](C(O)(C1=CC=CC=C1)C1=CC=CC=C1)C(C)(C)C (S)-2-amino-3,3-dimethyl-1,1-diphenyl-1-butanol